C(C1=CC=CC=C1)NC(=O)[C@H]1[C@@H]([C@@H]2CC[C@H]([C@@H]3CC[C@]4(OO[C@]32[C@H](O1)O4)C)C)C (3R,5aS,6R,8aS,9R,10R,12R,12aR)-N-benzyl-3,6,9-trimethyldecahydro-12H-3,12-epoxypyrano[4,3-j][1,2]Benzodioxepin-10-carboxamide